C(CCCCCCC\C=C/C\C=C/CCCCC)(=O)OCC(OC(CCCCCCC\C=C/C\C=C/CCCCC)=O)CO glycerol di(linoleate)